3-(6-(6-cyanopyridin-3-yl)-7H-pyrrolo[2,3-d]pyrimidin-4-yl)-3,8-diazabicyclo[3.2.1]octane-8-carboxylic acid tert-butyl ester C(C)(C)(C)OC(=O)N1C2CN(CC1CC2)C=2C1=C(N=CN2)NC(=C1)C=1C=NC(=CC1)C#N